Methyl (S,E)-5'-(3-(4-((tert-butoxycarbonyl)(methyl) amino)butoxy)prop-1-en-1-yl)-2'-oxo-1,1',2',3-tetrahydrospiro[indene-2,3'-pyrrolo[2,3-b]pyridine]-5-carboxylate C(C)(C)(C)OC(=O)N(CCCCOC/C=C/C=1C=C2C(=NC1)NC([C@]21CC2=CC=C(C=C2C1)C(=O)OC)=O)C